C(=C)[Si]1(C=2NSC(=C(C21)OOC(C)(C)C)OOC(C)(C)C)OOC(C)(C)C vinyltris(t-butylperoxy)silanothiazine